Triglycerol acrylate C(C=C)(=O)O.OCC(O)CO.OCC(O)CO.OCC(O)CO